ClC1=C(C=CC(=C1)C=1C=C2C(=NN=C(C2=CC1)NCC1=C(C=C(C=C1)OC)OC)C)NC(C1=CC=CC=C1)=O N-[2-CHLORO-4-[1-[(2,4-DIMETHOXYPHENYL)METHYLAMINO]-4-METHYLPHTHALAZIN-6-YL]PHENYL]BENZAMIDE